N-hydroxy-3-((6-(3-hydroxyphenyl)-5-(trifluoromethyl)-1H-benzo[d]imidazol-2-yl)amino)benzamide ONC(C1=CC(=CC=C1)NC1=NC2=C(N1)C=C(C(=C2)C(F)(F)F)C2=CC(=CC=C2)O)=O